[Br-].ClC=1C=C2C(N(C=NC2=CC1)CC[N+]1=CC=CC=C1)=O 1-(2-(6-chloro-4-oxo-quinazolin-3(4H)-yl)ethyl)pyridin-1-ium bromide